Cl.NC(C(=O)N1CCN(CC1)C(=O)NC1=NC(N(C=C1)C1=CC=C(C=C1)CN(CC)C1CC(C(CC1)N)C)=O)(C)C 4-(2-Amino-2-methylpropanoyl)-N-(1-(4-(((4-amino-3-methylcyclohexyl)(ethyl)amino)methyl)phenyl)-2-oxo-1,2-dihydropyrimidin-4-yl)piperazine-1-carboxamide hydrochloride salt